ClC=1C(=C(C=CC1)S(=O)(=O)Cl)COC 3-chloro-2-(methoxymethyl)benzenesulfonyl chloride